5-((2-chloro-4-(methylsulfonyl)benzyl)oxy)-2-(isoindolin-2-ylmethyl)-4H-pyran-4-one ClC1=C(COC=2C(C=C(OC2)CN2CC3=CC=CC=C3C2)=O)C=CC(=C1)S(=O)(=O)C